tert-butyl (S)-2-(3-(sec-butylamino)propanamido)-3-(thiazolo[4,5-c]pyridin-2-yl)-4,7-dihydrothieno[2,3-c]pyridine-6(5H)-carboxylate [C@H](C)(CC)NCCC(=O)NC1=C(C2=C(CN(CC2)C(=O)OC(C)(C)C)S1)C=1SC2=C(C=NC=C2)N1